2-methyltetrahydropyrrole-2-carboxylic acid CC1(NCCC1)C(=O)O